2,2'-bis(trifluoromethyl)-4,4'-diaminobenzidine FC(C=1C(C=CC(C1)(N)N)=C1C(=CC(N)(C=C1)N)C(F)(F)F)(F)F